2-(1-Hydroxy-1-methyl-ethyl)pyridine-4-carboxylic acid OC(C)(C)C1=NC=CC(=C1)C(=O)O